lithium silicate, lithium salt [Li+].[Si]([O-])([O-])(O)O.[Li+]